BrCC=1C=NC(=CC1)Cl 3-(bromomethyl)-6-chloropyridine